8-(1-{2-[4-(2,3-Dimethylphenyl)piperazin-1-yl]-2-oxoethyl}-1,4,5,6-tetrahydrocyclopenta[c]pyrazol-3-carbonyl)-1,3,8-triazaspiro[4.5]decan-2-on CC1=C(C=CC=C1C)N1CCN(CC1)C(CN1N=C(C2=C1CCC2)C(=O)N2CCC1(CNC(N1)=O)CC2)=O